C(C)SC1=CC=C(C=C1)S(=O)(=O)Cl 4-(ethylsulfanyl)benzenesulfonyl chloride